O=C1C=2N(C3CC=CCN1C3)C=C(C(C2)=O)C(=O)N 1,11-dioxo-1,6,7,11-tetrahydro-3H-2,7-methanopyrido[1,2-a][1,4]diazonine-10-carboxamide